(1S,2R,4S)-2-(hydroxymethyl)-2-(methoxymethyl)-4-phenylquinuclidin-3-one OC[C@@]1(N2CCC(C1=O)(CC2)C2=CC=CC=C2)COC